cyclopentyl-N1-methylethane-1,2-diamine C1(CCCC1)C(CN)NC